(1r,3r)-3-((6-(thiazol-5-yl)isoquinolin-5-yl)oxy)-cyclobutane-1-carboxylic acid S1C=NC=C1C=1C(=C2C=CN=CC2=CC1)OC1CC(C1)C(=O)O